methoxy-[1,1'-biphenyl]-2-amine COC1=C(C(=CC=C1)C1=CC=CC=C1)N